CS(=O)(=O)OC[C@@H]1OCCOC1 (R)-(1,4-dioxan-2-yl)methyl methanesulfonate